N-Methylhydroxyl-amine hydrochloride Cl.CNO